N1=C(C=CC=C1)CC(=O)NC=1N=NC(=CC1)N1CCC(CC1)C=1SC(=NN1)NC(CC1=C(C(=CC=C1F)F)F)=O 2-(Pyridin-2-yl)-N-(6-(4-(5-(2-(2,3,6-trifluorophenyl)acetamido)-1,3,4-thiadiazol-2-yl)piperidin-1-yl)pyridazin-3-yl)acetamide